(S)-(S)-N-(1-(1-(2,4-bis(trifluoromethyl)phenyl)ethyl)-1H-pyrazol-4-yl)-4-methyl-2-(pyridin-2-yl)thiazole-5-carboxamide FC(C1=C(C=CC(=C1)C(F)(F)F)[C@H](C)N1N=CC(=C1)NC(=O)C1=C(N=C(S1)C1=NC=CC=C1)C)(F)F